ClC=1C=C2C(=NC(N(C2=CC1C1=C(C=CC=C1)Cl)C1=C(C=CC=C1)C(C)C)=O)N1[C@H](CN(CC1)C(C=C)=O)C 6-chloro-7-(2-chlorophenyl)-4-((2S)-2-methyl-4-(2-propenoyl)-1-piperazinyl)-1-(2-(2-propanyl)phenyl)-2(1H)-quinazolinone